CN1N=NC2=C1C=CC(=C2C)C(C(C(=O)OC)(C)C)C2=CC(=C(C=C2)C)CN2C[C@H](OC1=CC=3C=CC=NC3C=C1C2)CC methyl 3-(1,4-dimethyl-1H-benzo[d][1,2,3]triazol-5-yl)-3-(3-(((R)-2-ethyl-2,3-dihydro-[1,4]oxazepino[7,6-g]quinolin-4(5H)-yl)methyl)-4-methylphenyl)-2,2-dimethylpropanoate